N-ethyl-succinimide C(C)N1C(CCC1=O)=O